ClC=1C(=NC=CC1C1=C(C(=CC=C1)NC1=C(C(=CC=C1)CNCCO)OC)Cl)C1=CC(=C(CN(C(OC(C)(C)C)=O)C[C@H]2NC(CC2)=O)C=C1)OC tert-Butyl (S)-(4-(3-chloro-4-(2-chloro-3-((3-(((2-hydroxyethyl)amino)methyl)-2-methoxyphenyl)amino)phenyl)pyridin-2-yl)-2-methoxybenzyl)((5-oxopyrrolidin-2-yl)methyl)carbamate